Methyl (3S)-3-amino-3-(4-bromophenyl)propanoate N[C@@H](CC(=O)OC)C1=CC=C(C=C1)Br